CC1=CC=C(C=C1)C1=C(C=CC=C1)NNCC(=O)C1=C(C=CC=C1)C=C 2-((4'-methyl-[1,1'-biphenyl]-2-yl)hydrazino)-1-(2-vinylphenyl)ethanone